FC[C@@H]1CN(CC1)C(=O)C=1C=NC(=CC1C)C(F)(F)F 3-((S)-3-(fluoromethyl)pyrrolidine-1-carbonyl)-4-methyl-6-(trifluoromethyl)pyridin